bis(4-hydroxy-2,5-dimethylphenyl) sulfide OC1=CC(=C(C=C1C)SC1=C(C=C(C(=C1)C)O)C)C